5,6-dichloro-2-(4-methoxybenzyl)pyridazin-3(2H)-one ClC1=CC(N(N=C1Cl)CC1=CC=C(C=C1)OC)=O